diphenol diacetate C(C)(=O)O.C(C)(=O)O.C1(=CC=CC=C1)O.C1(=CC=CC=C1)O